[Cr].[Sb].[Ni] nickel-antimony-chromium